Cl.N[C@H](CC1=C(C2=NC(=CC(=C2S1)NCC=1SC=CN1)Cl)C1CC1)CC(C)C 2-[(2S)-2-amino-4-methylpentyl]-5-chloro-3-cyclopropyl-N-[(1,3-thiazol-2-yl)methyl]thieno[3,2-b]pyridin-7-amine hydrochloride